C(C)C1(C2=C(NC=3CC(CC(C13)=O)(C)C)N=CS2)C2=CC(=CC=C2)OC 9-ethyl-9-(3-methoxyphenyl)-6,6-dimethyl-5,6,7,9-tetrahydrothiazolo[4,5-b]quinolin-8(4H)-one